ClC1=CC(=C(S1)C(=O)NC=1C=C(C(=O)OC)C=CC1)S(N(C)C1=CC=C(C=C1)OCC)(=O)=O Methyl 3-(5-chloro-3-(N-(4-ethoxyphenyl)-N-methylsulfamoyl)thiophene-2-carboxamido)benzoate